C(N)(=O)[C@H]1C[C@H](CC1)C(=O)O cis-3-carbamoyl-cyclopentane-1-carboxylic acid